5-chloro-2-fluoro-4-(1-(5,6,7,8-tetrahydronaphthalen-2-yl)propylamino)-N-(thiazol-2-yl)benzenesulfonamide ClC=1C(=CC(=C(C1)S(=O)(=O)NC=1SC=CN1)F)NC(CC)C1=CC=2CCCCC2C=C1